FCCCN1N=C(C(=C1C1=NNC(=N1)N1N=C(C=2C1=CN=C(C2)C)C(=O)N)O)C 1-[3-[2-(3-fluoropropyl)-4-hydroxy-5-methyl-pyrazol-3-yl]-1H-1,2,4-triazol-5-yl]-5-methyl-pyrazolo[3,4-c]pyridine-3-carboxamide